3-Benzyl-5,7-dihydroxyisoindolin-1-one C(C1=CC=CC=C1)C1NC(C2=C(C=C(C=C12)O)O)=O